ethyl 2-carbonyl-1,2-dihydropyridine-3-carboxylate C(=O)=C1NC=CC=C1C(=O)OCC